C(C1=CC=CC=C1)OC(=O)N[C@H](C(=O)OC(C)(C)C)[C@@H](CC=C)CNC(=O)OC(C)(C)C (2S,3S)-tert-butyl 2-(benzyloxycarbonylamino)-3-((tert-butoxycarbonylamino)methyl)hex-5-enoate